FC12CC(C1)(C2)C(=O)N2CC1(CC1)C[C@H]2C(=O)N[C@@H](C[C@H]2C(NCC2)=O)C(COC(F)(F)F)=O (S)-5-(3-fluoro-bicyclo[1.1.1]pentane-1-carbonyl)-N-((S)-3-oxo-1-((S)-2-oxopyrrolidin-3-yl)-4-(trifluoromethoxy)butan-2-yl)-5-azaspiro[2.4]heptane-6-carboxamide